N-(3,5-dichloro-4-((3-methyl-1H-indazol-5-yl)oxy)phenyl)-5-oxo-4,5-dihydro-1,2,4-oxadiazole-3-carboxamide ClC=1C=C(C=C(C1OC=1C=C2C(=NNC2=CC1)C)Cl)NC(=O)C1=NOC(N1)=O